ClC=1C=C(C=NC1Cl)NC(=O)[C@H]1[C@H]2C[C@@H]([C@@H]([C@@H]1C1=CC(=NC=C1)C)O2)O |r| Racemic-(1r,2r,3s,4r,5s)-N-(5,6-dichloropyridin-3-yl)-5-hydroxy-3-(2-methylpyridin-4-yl)-7-oxabicyclo[2.2.1]heptane-2-carboxamide